N-(5-(5-(difluoromethyl)-1,2,4-oxadiazol-3-yl)-2,3-dihydro-1H-inden-1-yl)-3-methylpicolinamide FC(C1=NC(=NO1)C=1C=C2CCC(C2=CC1)NC(C1=NC=CC=C1C)=O)F